C(C1=CC=CC=C1)SCC(SCCSCC1=CC=CC=C1)CSCCSCC1=CC=CC=C1 4-benzylthiomethyl-1,8-dibenzylthio-3,6-dithiaoctane